(2E)-2,3-dibromobut-2-ene-1,4-diyl dibutyrate C(CCC)(=O)OC/C(=C(/COC(CCC)=O)\Br)/Br